(phenyl 5-chloro-4-(5,5-dimethyl-4-oxo-5,6-dihydro-4H-pyrrolo[1,2-b]pyrazol-3-yl) pyridin-2-yl) carbamate C(N)(OC1=NC=C(C(=C1C1=CC=CC=C1)C1=C2N(N=C1)CC(C2=O)(C)C)Cl)=O